ethyl 2-(4-bromophenyl)-2-hydroxy-propionate BrC1=CC=C(C=C1)C(C(=O)OCC)(C)O